1-isopropyl-7-(1H-pyrazol-5-yl)-N-(4-(trifluoromethoxy)phenyl)indoline-5-carboxamide C(C)(C)N1CCC2=CC(=CC(=C12)C1=CC=NN1)C(=O)NC1=CC=C(C=C1)OC(F)(F)F